2-chloro-6-cyclobutyl-nicotinonitrile ClC1=C(C#N)C=CC(=N1)C1CCC1